CC=1C(=NC=CC1)NC=1C(=NC=CC1)[N+](=O)[O-] 3-methyl-N-(2-nitropyridin-3-yl)pyridin-2-amine